methyl 2,3-dichloropropionate ClC(C(=O)OC)CCl